CC1C(OCC1)=O methyltetrahydrofuran-2-one